ClC=1C(=CC(=C(C1)NC(C(=O)O)(C)C)F)OC 2-((5-chloro-2-fluoro-4-methoxyphenyl)amino)-2-methylpropanoic acid